6-((4-Chloro-5-(trifluoromethyl)pyrimidin-2-yl)amino)-3,4-dihydroquinolin-2(1H)-one ClC1=NC(=NC=C1C(F)(F)F)NC=1C=C2CCC(NC2=CC1)=O